eicosanoic acid N-hexacosanyl amide C(CCCCCCCCCCCCCCCCCCCCCCCCC)NC(CCCCCCCCCCCCCCCCCCC)=O